2,5-bis(tert-butyl)-2,5-dimethylhexane C(C)(C)(C)C(C)(CCC(C)(C)C(C)(C)C)C